2-[1-[2-(4-Hydroxy-4-phenyl-1-piperidyl)-6-methyl-4-oxo-chromen-8-yl]ethylamino]benzoic acid OC1(CCN(CC1)C=1OC2=C(C=C(C=C2C(C1)=O)C)C(C)NC1=C(C(=O)O)C=CC=C1)C1=CC=CC=C1